O1C=CC2=C1C=CC(=C2)NC(=O)C2=CN1C=3C=CC=CC3SC1=N2 N-(1-benzofuran-5-yl)-7-thia-2,5-diazatricyclo[6.4.0.02,6]dodeca-1(8),3,5,9,11-pentaene-4-carboxamide